5-(2,3-dihydro-1H-inden-4-yl)-3-iodo-6-methoxy-1-((2-(trimethylsilyl)ethoxy)methyl)-1H-pyrazolo[4,3-b]Pyridine C1CCC2=C(C=CC=C12)C1=C(C=C2C(=N1)C(=NN2COCC[Si](C)(C)C)I)OC